OC1=C(C=CC=C1)C1=CC(=CN=N1)N1CCC(CC1)(C(=O)O)C1=NN2C(C=CC=C2)=C1 1-(6-(2-HYDROXYPHENYL)PYRIDAZIN-4-YL)-4-(PYRAZOLO[1,5-A]PYRIDIN-2-YL)PIPERIDINE-4-CARBOXYLIC ACID